S(C)(=O)(=O)O.S(C)(=O)(=O)O.C(C)(C)(C)C=1NC(=C(N1)C1=CC=C2C(=N1)N(C(=N2)N)CC(C)(C)C)C2=CC=C(C=C2)F 5-[2-tert-butyl-5-(4-fluoro-phenyl)-1H-imidazol-4-yl]-3-(2,2-dimethyl-propyl)-3H-imidazo[4,5-b]pyridin-2-ylamine dimesylate